1-(3-(4-amino-7-methyl-5-(4-((tetrahydro-2H-pyran-4-yl)amino)phenyl)-7H-pyrrolo[2,3-d]pyrimidin-6-yl)pyrrolidin-1-yl)prop-2-en-1-one NC=1C2=C(N=CN1)N(C(=C2C2=CC=C(C=C2)NC2CCOCC2)C2CN(CC2)C(C=C)=O)C